2-[(2R)-1,4-Dioxolan-2-ylmethyl]-8-methyl-N-[(2S)-tetrahydrofurane-2-ylmethyl]-4,5-dihydro-2H-furo[2,3-g]indazole-7-carboxamide O1[C@@H](COC1)CN1N=C2C3=C(CCC2=C1)OC(=C3C)C(=O)NC[C@H]3OCCC3